ClC=1C(=CC(=C(C1)C1=C(C=C2C(NC(NC2=C1SC[C@@H](CO)OCCOC)=O)=O)C(F)(F)F)F)F 7-(5-chloro-2,4-difluorophenyl)-8-(((R)-3-hydroxy-2-(2-methoxyethoxy)propyl)thio)-6-(trifluoromethyl)quinazoline-2,4(1H,3H)-dione